ClC1=NC(=CC(=N1)N1CCC2(CCCC(N2C2=CC(=C(C=C2)F)F)=O)CC1)N1N=CC(=C1)F 9-(2-chloro-6-(4-fluoro-1H-pyrazol-1-yl)pyrimidin-4-yl)-1-(3,4-difluorophenyl)-1,9-diazaspiro[5.5]undecan-2-one